tert-butyl allyl(3-(3-aminophenyl)imidazo[1,2-a]pyridin-6-yl)carbamate C(C=C)N(C(OC(C)(C)C)=O)C=1C=CC=2N(C1)C(=CN2)C2=CC(=CC=C2)N